(S)-2,2-difluoro-6-(5-fluoro-6-methoxypyridin-3-yl)-7-((5-methoxy-7-methyl-1H-indol-4-yl)methyl)-7-azaspiro[3.5]nonane FC1(CC2(C1)C[C@H](N(CC2)CC2=C1C=CNC1=C(C=C2OC)C)C=2C=NC(=C(C2)F)OC)F